(R)-N-(1-(6,7-difluoro-4-oxo-3,4-dihydrophthalazin-1-yl)ethyl)-3-(difluoromethyl)-4-fluoro-N-methylbenzamide FC=1C=C2C(NN=C(C2=CC1F)[C@@H](C)N(C(C1=CC(=C(C=C1)F)C(F)F)=O)C)=O